CC1(CC(=CC2=CC=CC=C12)C1OCC(CO1)=O)C 2-(4,4-dimethyl-3,4-dihydronaphthalen-2-yl)-1,3-dioxan-5-one